C(C=C)(=O)OCCOC(=O)C1=C2C(C(=O)OC2=O)=CC=C1 acryloyloxyethoxycarbonyl-phthalic anhydride